FC1=C(OC2=CC=NC=C2)C=CC(=C1)[N+](=O)[O-] 4-(2-fluoro-4-nitrophenoxy)pyridine